NC(CCCCCC(=O)O)=O 7-amino-7-oxoheptanoic acid